N-(2-chloro-3-((5-chloro-3-methyl-4-oxo-3,4-dihydroquinazolin-6-yl)oxy)-4-fluorophenyl)-3,4-difluoropyrrolidine-1-sulfonamide ClC1=C(C=CC(=C1OC=1C(=C2C(N(C=NC2=CC1)C)=O)Cl)F)NS(=O)(=O)N1CC(C(C1)F)F